C(=O)[O-] anti-format